C(C)(C)(C)OC(=O)N1CC(C1)C1=NN(C2=NC=CC(=C21)CO)C2=CC=C(C=C2)OC(F)(F)F 3-(4-(hydroxymethyl)-1-(4-(trifluoromethoxy)phenyl)-1H-pyrazolo[3,4-b]pyridin-3-yl)azetidine-1-carboxylic acid tert-butyl ester